9,9-dimethylfluorene lithium [Li].CC1(C2=CC=CC=C2C=2C=CC=CC12)C